CC1=C(C=NC(=C1)C(F)(F)F)S(=O)(=O)N1CC2(C1)C[C@H](CC2)N2CCOCC2 (S)-4-(2-((4-methyl-6-(trifluoromethyl)pyridin-3-yl)sulfonyl)-2-azaspiro[3.4]octan-6-yl)morpholine